BrC=1C(=C(OC2CCC(CC2)C[C@H](C=O)C)C=CC1)C (2R)-3-[4-(3-bromo-2-methyl-phenoxy)cyclohexyl]-2-methyl-propanal